2-(3,4-dimethoxyphenyl)-6-(1-(8-(2-methoxyethyl)-8-azabicyclo[3.2.1]octan-3-yl)piperidin-4-yl)-1,4-dimethyl-1H-benzo[d]imidazole COC=1C=C(C=CC1OC)C1=NC2=C(N1C)C=C(C=C2C)C2CCN(CC2)C2CC1CCC(C2)N1CCOC